4-(fluoromethyl)-3-iodo-1-(4-methylbenzenesulfonyl)-1H-pyrrolo[3,2-c]pyridine FCC1=NC=CC2=C1C(=CN2S(=O)(=O)C2=CC=C(C=C2)C)I